2,6-dichloro-4-carboxypyridine ClC1=NC(=CC(=C1)C(=O)O)Cl